CN1N=CC(=C1C1=CC=2N(C=C1)N=C(C2)NC(=O)C2CC2)OC[C@H]2CNCC2 N-[5-[2-methyl-4-[[(3R)-pyrrolidin-3-yl]methoxy]pyrazol-3-yl]pyrazolo[1,5-a]pyridin-2-yl]cyclopropanecarboxamide